ClC1=NN(N=C1)C=1C(=C(N)C(=CC1C(F)(F)F)F)C#C[Si](C)(C)C 3-(4-chloro-2H-1,2,3-triazol-2-yl)-6-fluoro-4-(trifluoromethyl)-2-((trimethylsilyl)ethynyl)aniline